CC(C#C)CCCCCCCCC 3-methyl-1-dodecyne